C(=S)OC=1OC=CC1 furanyl thiocarboxylate